BrC=1C=C(C(=C(C(=O)OC)C1)C)C(F)F methyl 5-bromo-3-(difluoromethyl)-2-methyl-benzoate